OCC=1C=C(C=C(C(=O)OC)C1)C(=O)OC Dimethyl 5-(hydroxymethyl)isophthalate